N-methyl-N'-[(5R*,8S*)-5,6,7,8-tetrahydro-4H-5,8-epiminocyclohepta[d][1,3]thiazol-2-yl]urea monohydrochloride Cl.CNC(=O)NC=1SC2=C(N1)C[C@H]1CC[C@@H]2N1 |o1:12,15|